(2-((5-chloro-2-((6-(propylamino)-4,5,6,7-tetrahydrobenzothiazol-2-yl)amino)pyrimidin-4-yl)amino)phenyl)dimethylphosphine oxide ClC=1C(=NC(=NC1)NC=1SC2=C(N1)CCC(C2)NCCC)NC2=C(C=CC=C2)P(C)(C)=O